BrC1=C(N(C2=C(C=C(C(=C2C1=O)F)F)C)C)CO 3-bromo-5,6-difluoro-2-(hydroxymethyl)-1,8-dimethylquinolin-4(1H)-one